6-(((2R,4R)-4-fluoro-2-isopropyl-1-(tetrahydro-2H-pyran-4-yl)pyrrolidin-2-yl)methoxy)-3,4-dihydro-2H-pyrimido[4,5-e][1,3]oxazin-2-one F[C@@H]1C[C@@](N(C1)C1CCOCC1)(C(C)C)COC=1N=CC2=C(CNC(O2)=O)N1